N-[(2-chloroquinolin-7-yl)methyl]-N-(2-methanesulfonylphenyl)acetamide ClC1=NC2=CC(=CC=C2C=C1)CN(C(C)=O)C1=C(C=CC=C1)S(=O)(=O)C